1,N-dimethylethylenediamine CC(CN)NC